COC1=C(C=CC(=C1)OC)CN(S(=O)(=O)C1=C(C=C(C=C1F)N1C[C@](CCC1)(CCC1=CC(=C(C=C1)C)C(F)(F)F)N(C)C)F)C1=NC=NC=C1 N-[(2,4-dimethoxyphenyl)methyl]-4-[(3R)-3-(dimethylamino)-3-[2-[4-methyl-3-(trifluoromethyl)phenyl]ethyl]-1-piperidyl]-2,6-difluoro-N-pyrimidin-4-yl-benzenesulfonamide